N-[9-(5-{[bis(4-methoxyphenyl)(phenyl)methoxy]methyl}-3-[(tert-butyldimethylsilyl)oxy]-4-hydroxyoxolan-2-yl)-6-oxo-6,9-dihydro-1H-purin-2-yl]-2-methylpropanamide COC1=CC=C(C=C1)C(OCC1C(C(C(O1)N1C=2N=C(NC(C2N=C1)=O)NC(C(C)C)=O)O[Si](C)(C)C(C)(C)C)O)(C1=CC=CC=C1)C1=CC=C(C=C1)OC